1-(2,6-dichlorophenyl)-3-methyl-(R,R)-1,2-propanediol ClC1=C(C(=CC=C1)Cl)[C@H]([C@@H](CC)O)O